6-Amino-3-(4'-chloro-3-hydroxy-3-(trifluoromethyl)-1',2'-dihydrospiro[cyclobutane-1,3'-pyrrolo[2,3-b]pyridin]-5'-yl)-2-fluoro-N,N-dimethylbenzamide NC1=CC=C(C(=C1C(=O)N(C)C)F)C=1C(=C2C(=NC1)NCC21CC(C1)(C(F)(F)F)O)Cl